5-[4-(2-iodobenzoylamino)phenyl]-1H-[1,4]diazepino[2,3-h]quinoline-2,4(3H,5H)-dione IC1=C(C(=O)NC2=CC=C(C=C2)N2C(CC(NC3=C2C=CC=2C=CC=NC32)=O)=O)C=CC=C1